NC1=C(C(=NC(=C1F)C1=CC(=C(C=C1)C=O)F)C(=O)[O-])Cl 4-amino-3-chloro-5-fluoro-6-(3-fluoro-4-formylphenyl)-pyridine-2-carboxylate